S(N)(OC[C@@H]1[C@H](C[C@@H](C1)NC1=NC=NC=C1C(=O)C=1SC=C(C1)[C@@](O)(C1CC1)C1=CC(=CC=C1)Cl)O)(=O)=O [(1R,2S,4R)-4-{[5-({4-[(R)-(3-chlorophenyl)(cyclopropyl)hydroxymethyl]-2-thienyl}carbonyl)pyrimidin-4-yl]amino}-2-hydroxycyclopentyl]methyl sulfamate